1-((((6-azidohexyl)oxy)carbonyl)(methyl)amino)-4-(6-methoxynaphthalen-2-yl)-2,6-dimethylpyridin-1-ium tetrafluoroborate F[B-](F)(F)F.N(=[N+]=[N-])CCCCCCOC(=O)N([N+]1=C(C=C(C=C1C)C1=CC2=CC=C(C=C2C=C1)OC)C)C